(S)-2-(5-(3-((2-chloro-5-((1-methyl-3-(trifluoromethyl)-1H-pyrazol-4-yl)ethynyl)pyridin-4-yl)amino)butoxy)-1-methyl-1H-pyrazol-4-yl)pyrimidin-4-amine ClC1=NC=C(C(=C1)N[C@H](CCOC1=C(C=NN1C)C1=NC=CC(=N1)N)C)C#CC=1C(=NN(C1)C)C(F)(F)F